phosphonocarboxylate P(=O)(O)(O)C(=O)[O-]